C1=CC2=C(C=C(C=C2)O)O[C@@H]1C3=CC=C(C=C3)O (2S)-2alpha-(4-Hydroxyphenyl)-2H-1-benzopyran-7-ol